FC(C(C(C(F)(F)F)(F)F)(F)F)(S(=O)(=O)F)F perfluoro-1-butane-sulfonyl fluoride